C(N)(=O)C1=C(C=C(C=C1)C=1C=NC=C(C(=O)NC2=C(C=CC(=C2)C(NC2=CC(=CC=C2)C(F)(F)F)=O)C)C1)OCCN1CCOCC1 5-(4-carbamoyl-3-(2-morpholinoethoxy)phenyl)-N-(2-methyl-5-(3-(trifluoromethyl)phenylcarbamoyl)phenyl)nicotinamide